methyl 2-bromothiazolo[5,4-b]pyridine-5-carboxylate BrC=1SC2=NC(=CC=C2N1)C(=O)OC